tert-butyl 3-[4-[(5-[5-methylpyrido[4,3-b]indol-7-yl]pyridin-2-yl)oxy]piperidin-1-yl]azetidine-1-carboxylate CN1C2=C(C=3C=CC(=CC13)C=1C=CC(=NC1)OC1CCN(CC1)C1CN(C1)C(=O)OC(C)(C)C)C=NC=C2